C(C=CC1=CC=CC=C1)(=O)NCCCNC(\C=C\C1=C(C=C(C=C1)O)O)=O (E)-N-[3-(cinnamamido)propyl]-3-(2,4-dihydroxyphenyl)acrylamide